COC=1C2=C(N=C(N1)NC1=CC=C(C=C1)CN1CCN(CC1)C)NC=C2C2=CC=C(C=C2)OCOCCOC 4-methoxy-5-(4-((2-methoxyethoxy)methoxy)phenyl)-N-(4-((4-methyl-piperazin-1-yl)methyl)phenyl)-7H-pyrrolo[2,3-d]pyrimidin-2-amine